BrC1=CC=C(C=C1)SCC(CSC1=CC=CC=C1)O 1-((4-bromophenyl)thio)-3-(phenylthio)propan-2-ol